C(CCCCCCC)SC1=NC(=NC(=N1)SCCCCCCCC)NC1=CC(=C(C(=C1)C(C)(C)C)O)C(C)(C)C 2,4-bis(octylmercapto)-6-(3,5-di-tert-butyl-4-hydroxyanilino)-1,3,5-triazine